(Z)-2-(3,7-dimethyloct-3-en-1-yl)-1,3-dioxacyclopentane C/C(/CCC1OCCO1)=C/CCC(C)C